FC=1C=C(C#N)C=C(C1)C=1N=NN(N1)C1=NC=C(C=C1)F 3-fluoro-5-[2-(5-fluoropyridin-2-yl)-2H-tetrazol-5-yl]benzonitrile